COC=1C=C(C(=CC1)OC)C1=C(C=C(C=C1C(C)C)C(C)C)C(C)C 3,6-bisMethoxy-2',4',6'-triisopropyl-1,1'-biphenyl